OCC(NCCCCS(=O)(=O)O)(CO)CO N-Tris(Hydroxymethyl)methyl-4-aminobutanesulfonic acid